1-bromo-4-(difluoromethyl)-2,5-difluorobenzene BrC1=C(C=C(C(=C1)F)C(F)F)F